C(#N)C[C@H](C1=CC(=C(C=C1)OC)OCC)N1C(C2=CC=C(C=C2C1=O)N1CCC(CC1)C1CCN(CC1)C(=O)OC(C)(C)C)=O tert-butyl 4-[1-[2-[(1R)-2-cyano-1-(3-ethoxy-4-methoxyphenyl)-ethyl]-1,3-dioxo-isoindolin-5-yl]-4-piperidyl]piperidine-1-carboxylate